tert-butyl (2-(2-(2-azidoethoxy)ethoxy)ethyl)(methyl)carbamate N(=[N+]=[N-])CCOCCOCCN(C(OC(C)(C)C)=O)C